4-(2,2-difluoroethoxy)cyclohexancarboxylat FC(COC1CCC(CC1)C(=O)[O-])F